C(C1CO1)OCCC[Si](OC)(OC)C (glycidoxypropyl)methyldimethoxysilane